4-(Benzo[d][1,3]dioxol-5-yl)-2-(naphthalen-1-yl)quinazoline-4,6-diamine O1COC2=C1C=CC(=C2)C2(NC(=NC1=CC=C(C=C21)N)C2=CC=CC1=CC=CC=C21)N